N-[2-(1H-indol-3-yl)ethyl]-2-(6-methyl-3-pyridyl)-7,8-dihydro-6H-pyrimido[5,4-b][1,4]oxazin-4-amine N1C=C(C2=CC=CC=C12)CCNC1=NC(=NC2=C1OCCN2)C=2C=NC(=CC2)C